[4-[[3-(2,3-difluoro-4-methoxy-phenyl)imidazo[1,2-a]pyrazin-8-yl]amino]-2-methylphenyl]-[4-[(2R,3S)-3-hydroxypyrrolidine-2-carbonyl]piperazin-1-yl]methanone FC1=C(C=CC(=C1F)OC)C1=CN=C2N1C=CN=C2NC2=CC(=C(C=C2)C(=O)N2CCN(CC2)C(=O)[C@@H]2NCC[C@@H]2O)C